((1H-imidazol-1-yl)methyl)-N-(naphthalen-2-ylmethyl)-3-oxo-3-phenylpropanamide N1(C=NC=C1)CC(C(=O)NCC1=CC2=CC=CC=C2C=C1)C(C1=CC=CC=C1)=O